5-isothiocyanato-2-(trifluoromethyl)pyridine N(=C=S)C=1C=CC(=NC1)C(F)(F)F